O[C@@H]1C[C@H](N(C1)C([C@@H](C(C)C)N1N=NC(=C1)C=1SC=CN1)=O)C(=O)NC (2S,4R)-4-hydroxy-N-methyl-1-((R)-3-methyl-2-(4-(thiazol-2-yl)-1H-1,2,3-triazol-1-yl)butanoyl)pyrrolidine-2-carboxamide